O1C(CCC1)CNC(=O)[C@@H]1CN(CC[C@H]1NC(=O)C1=NOC(=C1)C1=C(C=C(C=C1)F)F)C1CCCCC1 |o1:9,14| (3R*,4R*)-1-Cyclohexyl-4-{[5-(2,4-difluoro-phenyl)-isoxazole-3-carbonyl]-amino}-piperidine-3-carboxylic acid (tetrahydro-furan-2-ylmethyl)-amide